COC(CC1=CSC2=C1C=C(C=C2)C2=CCC(CN2C(=O)OC(C)(C)C)C)=O tert-butyl 6-[3-(2-methoxy-2-oxo-ethyl)benzothiophen-5-yl]-3-methyl-3,4-dihydro-2H-pyridine-1-carboxylate